((2-(6-methoxypyridin-2-yl)ethyl)amino)-2,3-dimethylpyrazole COC1=CC=CC(=N1)CCNC1=C(N(N=C1)C)C